1-[1-Methyl-7-[3-(4-piperidyloxy)propyl]indazol-3-yl]hexahydropyrimidine-2,4-dione CN1N=C(C2=CC=CC(=C12)CCCOC1CCNCC1)N1C(NC(CC1)=O)=O